3-hydroxy-8-methylnonanoic acid OC(CC(=O)O)CCCCC(C)C